COC(=O)C=1C=C(C=CC1OC)C1=CC=C(C=C1)OC(F)(F)F 4-methoxy-4'-(trifluoromethoxy)-[1,1'-biphenyl]-3-carboxylic acid methyl ester